C1(=CC=C(C=2C(=CC=CC12)C(=O)[O-])C(=O)[O-])C(=O)[O-] 1,4,5-naphthalenetricarboxylate